O1N=CC(=C1)C1=CCNCC(N1C)=O 7-(isoxazol-4-yl)-1-methyl-2-oxo-1,2,3,4-tetrahydro-[1,4]diazepin